C(C)(C)(C)CC(C(=O)OO)(C)C.C(C(C)(C)C)(=O)OOC(C)(C)C t-butyl peroxypivalate (tert-butyl peroxypivalate)